(rac)-(2s,4s)-2-(1-(4-Cyclopropylphenyl)-3-azabicyclo[3.1.0]hexane-3-carbonyl)-7-oxa-5-azaspiro[3.4]octan-6-one C1(CC1)C1=CC=C(C=C1)C12CN(CC2C1)C(=O)C1CC2(C1)NC(OC2)=O